COCCC(CO)CO 2-(2-methoxyethyl)propane-1,3-diol